OP(O)(=O)OP(=O)(O)OC[C@@H]1[C@H]([C@H]([C@@H](O1)N1C=NC=2C(N)=NC=NC12)O)O adenosine 5'-(trihydrogen diphosphate)